tert-butyl 6-(3-bromo-2,5-difluorobenzyl)-7-oxo-5-azaspiro[2.4]heptane-5-carboxylate BrC=1C(=C(CC2N(CC3(CC3)C2=O)C(=O)OC(C)(C)C)C=C(C1)F)F